N'-(((6-methyl-[1,2,5]thiadiazolo[3,4-g]quinoxaline-4,9-diyl)bis(thiophene-5,2-diyl))bis(4,1-phenylene))bis(N-phenylnaphthalene-1-amine) CC1=NC2=C(C=3C(C(=C2N=C1)C1=CC=C(S1)C1=CC=C(C=C1)C1=C(C2=CC=CC=C2C=C1)NC1=CC=CC=C1)=NSN3)C3=CC=C(S3)C3=CC=C(C=C3)C3=C(C1=CC=CC=C1C=C3)NC3=CC=CC=C3